t-butyl (2-(3,5-dimethyl-4-((2'-oxospiro[cyclopentane-1,3'-indolin]-5'-yl)oxy)phenyl)-3,5-dioxo-2,3,4,5-tetrahydro-1,2,4-triazin-6-yl)carbamate CC=1C=C(C=C(C1OC=1C=C2C3(C(NC2=CC1)=O)CCCC3)C)N3N=C(C(NC3=O)=O)NC(OC(C)(C)C)=O